C1(CC1)C=1C(=NC(=NC1)N1N=C(C=C1)C(F)(F)F)OC1=CC(=CC=C1)C(F)(F)F 5-cyclopropyl-4-[3-(trifluoromethyl)phenoxy]-2-[3-(trifluoromethyl)-1H-pyrazol-1-yl]pyrimidine